S(=O)(=O)([O-])S(=O)[O-].[Na+].[Na+] sodium pyrosulfite salt